tert-butyl N-[3-(methylamino)propyl]carbamate CNCCCNC(OC(C)(C)C)=O